(R)-1,4-benzodioxane-2-carboxylic acid O1[C@H](COC2=C1C=CC=C2)C(=O)O